Cl.N[C@H](C(=O)N)CC1C(NC(C1)(C)C)=O (2S)-2-amino-3-(5,5-dimethyl-2-oxopyrrolidin-3-yl)propanamide hydrochloride